tert-Butyl 5-[4-[methyl-(2-oxoazepan-3-yl)sulfamoyl]phenyl]pentanoate CN(S(=O)(=O)C1=CC=C(C=C1)CCCCC(=O)OC(C)(C)C)C1C(NCCCC1)=O